[Cl-].[Cl-].[Ti+2].C(C)(C)(C)C1=CC=CC1 t-butylcyclopentadiene Titanium dichloride